(3R)-3-(4-Chlorophenyl)-2-[(5-chloropyridin-2-yl)methyl]-6-(2-hydroxy-1-{4H,5H,6H,7H-[1,2,3]triazolo[1,5-a]pyrazin-5-yl}propan-2-yl)-3-methoxy-2,3-dihydro-1H-isoindol-1-on ClC1=CC=C(C=C1)[C@@]1(N(C(C2=CC(=CC=C12)C(CN1CC=2N(CC1)N=NC2)(C)O)=O)CC2=NC=C(C=C2)Cl)OC